C(C)(C)N=C=NC(C)C N,N'-Diisopropyl-carbodiimide